ClC1=CC(=C2C[C@@H]([C@H](C2=C1)OC1=C(C=CC=C1)F)N1CCNCC1)C#N 4-[[(1S,2S)-6-Chloro-4-cyano-2-(piperazin-1-yl)-2,3-dihydro-1H-inden-1-yl]oxy]-3-fluorobenzene